1-ethyl-5-ethynyl-4,6-difluoro-1,3-benzodiazole C(C)N1C=NC2=C1C=C(C(=C2F)C#C)F